N[C@@H](CO)C(=O)O ANTI-SERINE